4-(2-(4-(2-acetyl-5-chlorophenyl)-5-methoxy-2-oxopyridin-1(2H)-yl)-3-(4-nitrophenyl)propionylamino)benzoic acid methyl ester COC(C1=CC=C(C=C1)NC(C(CC1=CC=C(C=C1)[N+](=O)[O-])N1C(C=C(C(=C1)OC)C1=C(C=CC(=C1)Cl)C(C)=O)=O)=O)=O